pyrido[3,2-d]pyrimidine-2-carbonitrile N1=C(N=CC2=C1C=CC=N2)C#N